BrC1=CC(=C(C=O)C=C1)I 4-bromo-2-iodo-benzaldehyde